tert-butyl (3R,9aS)-3-(3-chloro-4-fluoro-phenyl)-3-hydroxy-1,4,6,7,9,9a-hexahydropyrazino[2,1-c][1,4]oxazine-8-carboxylate tert-butyl-(S)-3-(hydroxymethyl)piperazine-1-carboxylate C(C)(C)(C)OC(=O)N1C[C@H](NCC1)CO.ClC=1C=C(C=CC1F)[C@@]1(CN2[C@H](CO1)CN(CC2)C(=O)OC(C)(C)C)O